7-((3S,4S)-4-amino-3-methyl-2-oxa-8-azaspiro[4.5]decan-8-yl)-3-(2-chloro-3-(pyridin-3-yl)phenyl)pteridine-2,4(1H,3H)-dione N[C@@H]1[C@@H](OCC12CCN(CC2)C2=CN=C1C(N(C(NC1=N2)=O)C2=C(C(=CC=C2)C=2C=NC=CC2)Cl)=O)C